FC=1C=C(CN2C(CCC[C@@H]2CO)=O)C=CC1F (R)-1-(3,4-difluorobenzyl)-6-(hydroxymethyl)piperidin-2-one